Ethyl-diisopropyl-amine C(C)N(C(C)C)C(C)C